ClC=1C=C2C(C(=CN(C2=CC1N1[C@H](CCC1)COC1=NC=CC=C1Cl)CC1=CC=NC=C1)C(=O)O)=O (R)-6-chloro-7-(2-(((3-chloropyridin-2-yl)oxy)methyl)pyrrolidin-1-yl)-4-oxo-1-(pyridin-4-ylmethyl)-1,4-dihydroquinoline-3-carboxylic acid